C1(=CC=CC=C1)N1CC(CC1)C1=NC(=NO1)C1N(CCC1)C#N (5-(1-Phenylpyrrolidin-3-yl)-1,2,4-oxadiazol-3-yl)pyrrolidine-1-carbonitrile